FC1=C(CN2C(C3=NC=CC=C3C2=O)([2H])[2H])C(=CC(=C1)C=1C2=CN(N=C2C(=CC1)O[C@H]1COCC1)C)F (R)-6-(2,6-difluoro-4-(2-methyl-7-((tetrahydrofuran-3-yl)oxy)-2H-indazol-4-yl)benzyl)-6,7-dihydro-5H-pyrrolo[3,4-b]pyridin-5-one-7,7-d2